3-(4-methylpiperidin-1-yl)cyclobutane-1-carboxamide CC1CCN(CC1)C1CC(C1)C(=O)N